2-((benzyloxy)methyl)pyrrolidine-1-carboxylate C(C1=CC=CC=C1)OCC1N(CCC1)C(=O)[O-]